Hexamethoxymelamine CON(C1=NC(=NC(=N1)N(OC)OC)N(OC)OC)OC